C(C1=CC=CC=C1)(=O)ON=C(C(=O)C1=CC=C(C=C1)SC1=CC=CC=C1)CC1CCCC1 1-[4-(phenylthio)phenyl]-3-cyclopentylpropan-1,2-dione-2-(O-benzoyl oxime)